(R)-8-(4-cyclopropylpiperazin-1-yl)-4-((1-(3-(difluoromethyl)-2-fluorophenyl)ethyl)amino)-6-(1-(fluoromethyl)cyclopropyl)-2-methylpyrido[4,3-d]pyrimidine-7(6H)-one C1(CC1)N1CCN(CC1)C=1C(N(C=C2C1N=C(N=C2N[C@H](C)C2=C(C(=CC=C2)C(F)F)F)C)C2(CC2)CF)=O